4-(3-cyclobutyl-2,6-dimethylthieno[2,3-d]imidazol-5-yl)-N-[5-[(4-ethylpiperazin-1-yl)methyl]pyridin-2-yl]-5-fluoropyrimidin-2-amine C1(CCC1)N1C(=NC2=C1SC(=C2C)C2=NC(=NC=C2F)NC2=NC=C(C=C2)CN2CCN(CC2)CC)C